C1(=CC=CC=C1)C(=NC1=C2CCC2=C(C=2CCC12)F)C1=CC=CC=C1 N-(diphenylmethylene)-7-fluorotricyclo[6.2.0.03,6]Dec-1,3(6),7-trien-2-amine